ClC=1C(=NC(=NC1)NC1=C(C=C(C(=C1)CC)N1CCC(CC1)N1CCNCC1)OC)NC=1C=CC(=C(C1)NS(=O)(=O)C)OC N-[5-[[5-chloro-2-[5-ethyl-2-methoxy-4-(4-piperazin-1-yl-1-piperidyl)anilino]pyrimidine-4-yl]amino]-2-methoxyphenyl]methanesulfonamide